3-(9-((4-(aminomethyl)-2,6-dimethylphenyl)carbamoyl)-4,5-dihydrobenzo[b]thieno[2,3-d]oxepin-8-yl)-6-(4,4-difluoropiperidine-1-carbonyl)picolinic acid NCC1=CC(=C(C(=C1)C)NC(=O)C1=CC2=C(OCCC3=C2SC=C3)C=C1C=1C(=NC(=CC1)C(=O)N1CCC(CC1)(F)F)C(=O)O)C